1-(3-methoxyquinoxalin-6-yl)ethan-1-one (9H-fluoren-9-yl)methyl(6-(aminomethyl)pyridin-3-yl)carbamate C1=CC=CC=2C3=CC=CC=C3C(C12)OC(N(C=1C=NC(=CC1)CN)C)=O.COC=1C=NC2=CC=C(C=C2N1)C(C)=O